ClC1=C(C=C(C=C1)C1N(CCC(C1)N1C(NC2=C1C=CC=C2C=2C=NC=CC2)=O)C(=O)N)OC (4-chloro-3-methoxyphenyl)-4-[2-oxo-4-(pyridin-3-yl)-2,3-dihydro-1H-1,3-benzodiazol-1-yl]piperidine-1-carboxamide